8-nonenoic acid anion C(CCCCCCC=C)(=O)[O-]